tert-butyl (R)-4-(3-(7,8-dihydropyrido[4,3-d]pyrimidin-6(5H)-yl)propyl)-2,2-dimethyloxazolidine-3-carboxylate N1=CN=CC2=C1CCN(C2)CCC[C@H]2N(C(OC2)(C)C)C(=O)OC(C)(C)C